5-(4-cyclopropylphenyl)-2-[1-(2,2-difluorocyclopropyl)-6-(trifluoromethyl)pyrrolo[3,2-b]pyridin-2-yl]-3-(ethanesulfonyl)pyridine C1(CC1)C1=CC=C(C=C1)C=1C=C(C(=NC1)C1=CC2=NC=C(C=C2N1C1C(C1)(F)F)C(F)(F)F)S(=O)(=O)CC